C(C)OC(=O)C=1N=CN(C(C1OC)=O)C 5-methoxy-1-methyl-6-oxo-1,6-dihydropyrimidine-4-carboxylic acid ethyl ester